9-[(2R,3S,4R,5R)-4-benzyloxy-5-(benzyloxymethyl)-3-fluoro-5-(2-triethylsilylethynyl)tetrahydrofuran-2-yl]-2-chloro-purin-6-amine C(C1=CC=CC=C1)O[C@H]1[C@@H]([C@@H](O[C@]1(C#C[Si](CC)(CC)CC)COCC1=CC=CC=C1)N1C2=NC(=NC(=C2N=C1)N)Cl)F